C=COCCSCCSCCOC=C 3,12-dioxa-6,9-dithiatetradec-1,13-diene